1-(4-bromo-2-fluorophenyl)-4-(4-fluorobenzyl)-3-(oxetan-3-yl)piperazine-2,5-dione BrC1=CC(=C(C=C1)N1C(C(N(C(C1)=O)CC1=CC=C(C=C1)F)C1COC1)=O)F